methyl 2-(1-(4-(2-(5-chloropyridin-2-yl)-2-methylbenzo[d][1,3]dioxolan-4-yl) piperidin-1-yl) ethyl)-4-methoxy-1-(((R)-oxetan-2-yl) methyl)-1H-benzo[d]imidazole-6-carboxylate ClC=1C=CC(=NC1)C1(OC2=C(O1)C=CC=C2C2CCN(CC2)C(C)C2=NC1=C(N2C[C@@H]2OCC2)C=C(C=C1OC)C(=O)OC)C